2-(5-Cyclopropylpyrimidin-2-yl)-6-(2,4-dimethylphenyl)-5,6,7,8-tetrahydrophthalazin-1(2H)-one C1(CC1)C=1C=NC(=NC1)N1C(C=2CCC(CC2C=N1)C1=C(C=C(C=C1)C)C)=O